2-cyanoethyl 4-(4-cyano-2-methoxyphenyl)-5-ethoxy-2,8-dimethyl-1,4-dihydro-1,6-naphthyridine-3-carboxylate C(#N)C1=CC(=C(C=C1)C1C(=C(NC2=C(C=NC(=C12)OCC)C)C)C(=O)OCCC#N)OC